FC=1C=C2C=C(NC2=C(C1)F)C(=O)N[C@H](C(=O)N[C@@H](C[C@H]1C(NCC1)=O)C(CO)=O)CC(C)(C)C 5,7-difluoro-N-[(2S)-1-({(2S)-4-hydroxy-3-oxo-1-[(3S)-2-oxopyrrolidin-3-yl]butan-2-yl}amino)-4,4-dimethyl-1-oxopentan-2-yl]-1H-indole-2-carboxamide